3-[4-[4-(4-piperidinyl)-1-piperidinyl]phenyl]-piperidine-2,6-dione N1CCC(CC1)C1CCN(CC1)C1=CC=C(C=C1)C1C(NC(CC1)=O)=O